C(C)C1=C(C=CC=C1)C=C Ethyl-Vinylbenzene